(S)-6-(1-(4,4-difluorocyclohexyl)-5-(3,5-dimethylisoxazol-4-yl)-1H-benzo[d]imidazol-2-yl)-1-(pyrimidin-5-yl)piperidin-2-one FC1(CCC(CC1)N1C(=NC2=C1C=CC(=C2)C=2C(=NOC2C)C)[C@@H]2CCCC(N2C=2C=NC=NC2)=O)F